C1(CC1)OC=1C(=C(C(=CC1)[N+](=O)[O-])N1C[C@@H](CCC1)CNC(OC(C)(C)C)=O)C(F)(F)F tert-butyl ({(3S)-1-[3-(cyclopropyloxy)-6-nitro-2-(trifluoromethyl)phenyl]piperidin-3-yl}methyl)carbamate